(2S,4R)-1-(2-(7-chloro-1-oxoisoindolin-2-yl)-3-methylbutanoyl)-4-hydroxy-N-(4-(4-methylthiazol-5-yl)benzyl)pyrrolidine-2-carboxamide ClC=1C=CC=C2CN(C(C12)=O)C(C(=O)N1[C@@H](C[C@H](C1)O)C(=O)NCC1=CC=C(C=C1)C1=C(N=CS1)C)C(C)C